[Si](C1=CC=CC=C1)(C1=CC=CC=C1)(C(C)(C)C)O[C@@H](CC(=O)OC)C methyl (3R)-3-[tert-butyl(diphenyl)silyl]oxybutanoate